C(#N)C1=C(C=CC=C1)C([C@@H](C(F)(F)F)C=1N(C(C(=C(N1)C(=O)NC=1C=NOC1)O)=O)C)C1=C(C=CC=C1)C#N (R)-2-(3,3-bis(2-cyanophenyl)-1,1,1-trifluoropropan-2-yl)-5-hydroxy-N-(isoxazol-4-yl)-1-methyl-6-oxo-1,6-dihydropyrimidine-4-carboxamide